FC=1C=C(C=CC1N1C[C@H]2CC[C@@H](C1)N2C)C2=NC=NC1=CC=C(C=C21)C2=CC(=NC=C2)N 4-(4-(3-fluoro-4-((1R,5S)-8-methyl-3,8-diazabicyclo[3.2.1]octan-3-yl)phenyl)quinazolin-6-yl)pyridin-2-amine